5-(3,5-di-tert-butyl-4-hydroxybenzylidene)-2-thioxodihydropyrimidine-4,6(1H,5H)-dione C(C)(C)(C)C=1C=C(C=C2C(NC(NC2=O)=S)=O)C=C(C1O)C(C)(C)C